5-[4-[(3-ethylpyridin-2-yl)carbonylamino]phenyl]-1H-naphtho[1,2-b][1,4]diazepine-2,4(3H,5H)-dione C(C)C=1C(=NC=CC1)C(=O)NC1=CC=C(C=C1)N1C2=C(NC(CC1=O)=O)C1=CC=CC=C1C=C2